(5S,8S,10aR)-5-amino-N8-((R)-chroman-4-yl)-N3-methyl-6-oxooctahydropyrrolo[1,2-a][1,5]diazocine-3,8(4H)-dicarboxamide 2,2,2-trifluoroacetate FC(C(=O)O)(F)F.N[C@H]1CN(CC[C@@H]2N(C1=O)[C@@H](CC2)C(=O)N[C@@H]2CCOC1=CC=CC=C21)C(=O)NC